C([C@@]1(C(NCC1)=O)C=1OC(=NN1)C1=NC=CC=C1NC1=CC=C(C=C1)C(F)(F)F)([2H])([2H])[2H] (S)-3-(methyl-d3)-3-(5-(3-((4-(trifluoromethyl)phenyl)amino)pyridin-2-yl)-1,3,4-oxadiazol-2-yl)pyrrolidin-2-one